C1(CC1)N1CCP(CC1)(C1=CC(=C(C=C1)NC=1N=C(C2=C(N1)NC=C2C(F)(F)F)NCCC)OC)=O 1-cyclopropyl-4-(3-methoxy-4-((4-(propylamino)-5-(trifluoromethyl)-7H-pyrrolo[2,3-d]pyrimidin-2-yl)amino)phenyl)-1,4-azaphosphinane 4-oxide